1-(4-Hydroxybutyl)azetidine OCCCCN1CCC1